1-(4-methoxy-2-nitrophenyl)ethan-1-ol COC1=CC(=C(C=C1)C(C)O)[N+](=O)[O-]